Natrium-Vanadium Phosphat P(=O)([O-])([O-])[O-].[V+5].[Na+].P(=O)([O-])([O-])[O-]